6-(3-Isopropyl-5-((1-isopropylazetidin-3-yl)methoxy)-1H-indol-2-yl)-8-methyl-[1,2,4]triazolo[1,5-a]pyridin C(C)(C)C1=C(NC2=CC=C(C=C12)OCC1CN(C1)C(C)C)C=1C=C(C=2N(C1)N=CN2)C